ClC=1C(=CC2=C([C@@H]([C@](O2)(C2=CC=CC=C2)CNC)C)C1C1=C(C(=O)NC)C=CC(=C1F)OC[C@H](C)O)F 2-((2S,3S,4S)-5-chloro-6-fluoro-3-methyl-2-((methylamino)methyl)-2-phenyl-2,3-dihydrobenzofuran-4-yl)-3-fluoro-4-((S)-2-hydroxypropoxy)-N-methylbenzamide